N1C[C@@H](CC1)C=1SC=CN1 [(3R)-pyrrolidin-3-yl]-1,3-thiazole